FC1=C(C=CC=C1C[C@@H]1N(CC([C@@H]1NS(=O)(=O)CC)(F)F)C(=O)OCC)C1=CC(=CC=C1)F ethyl (2S,3R)-2-[(2,3'-difluoro[1,1'-biphenyl]-3-yl)methyl]-3-[(ethanesulfonyl)amino]-4,4-difluoropyrrolidine-1-carboxylate